6-(ethylsulfanyl)-1-((2,4,5-trifluorophenyl)methyl-d2)-1,3,5-triazine-2,4(1H,3H)-dione C(C)SC1=NC(NC(N1C([2H])([2H])C1=C(C=C(C(=C1)F)F)F)=O)=O